C(CCCCCCC\C=C/C\C=C/CCCCC)N(CCCO)CCCCCCCC\C=C/C\C=C/CCCCC 3-(Di((9Z,12Z)-octadeca-9,12-dien-1-yl)amino)propan-1-ol